CC=1C=C(C=CC1C)CN (3,4-dimethylphenyl)methanamine